C(C)(C)(C)OC(=O)N1CCOCC12CCN(CC2)C(NC=2SC(=C(N2)C2=CC(=CC=C2)C#N)C=2C=C1C(=NC=NC1=CC2)C)=O 9-[[4-(3-cyanophenyl)-5-(4-methyl-quinazolin-6-yl)thiazol-2-yl]carbamoyl]-4-oxa-1,9-diazaspiro[5.5]undecane-1-carboxylic acid tert-butyl ester